FC1(CCC(CC1)[C@@H](C=1N=C2N(N=CC(=C2)C=C)C1)NC(OC(C)(C)C)=O)F tert-butyl (S)-((4,4-difluorocyclohexyl)(7-vinylimidazo[1,2-b]pyridazin-2-yl)methyl)carbamate